hexanethiolate C(CCCCC)[S-]